C(C)OP(=O)(OCC)C(C=1C=C2C=C(NC2=CC1)C(=O)O)(F)F 5-[(diethoxyphosphoryl)difluoromethyl]-1H-indole-2-carboxylic acid